ClC=1C(=NC=CC1C1=CC2=C(N=C(N=C2)NC)N2C1=NCCC2)NS(=O)(=O)CCC N-(3-chloro-4-(2-(methylamino)-9,10-dihydro-8H-pyrido[1,6-a:2,3-d']dipyrimidin-6-yl)pyridin-2-yl)propane-1-sulfonamide